C(C)[Si](C1=CC=C(C=C1)C(=C)C1=CC=CC=C1)(OC(C)C)OC(C)C 1-[4-(ethyldiisopropoxysilyl)phenyl]-1-phenylethylene